FC(C=1C=NC(=NC1)N1CCC(CC1)CCON)(F)F O-(2-(1-(5-(trifluoromethyl)pyrimidin-2-yl)piperidin-4-yl)ethyl)hydroxylamine